3-chloro-6-(3-chloro-2-fluorophenyl)-2-((1-methyl-1H-pyrazol-4-yl)-methyl)-2,4,5,6-tetrahydro-7H-pyrazolo[3,4-c]pyridin-7-one ClC=1N(N=C2C(N(CCC21)C2=C(C(=CC=C2)Cl)F)=O)CC=2C=NN(C2)C